NC1=CC(=C(C=C1F)NC[C@H](COCC1=CC=CC=C1)O)Br (R)-1-((4-amino-2-bromo-5-fluorophenyl)amino)-3-(benzyloxy)propan-2-ol